pyridazine-6-Carboxylic acid isopropyl ester C(C)(C)OC(=O)C1=CC=CN=N1